5-(4-cyclopropylphenyl)-3-(ethylsulfanyl)-2-[1-methyl-5-[4-(trifluoromethyl)pyridin-2-yl]imidazol-2-yl]pyridine C1(CC1)C1=CC=C(C=C1)C=1C=C(C(=NC1)C=1N(C(=CN1)C1=NC=CC(=C1)C(F)(F)F)C)SCC